dodecane-4-ene CCCC=CCCCCCCC